CN(C12CCC(CC1)(CC2)C2(OC=1C(=C(C=3CCNC(C3C1)=O)C)O2)C)C 2-(4-(dimethylamino)bicyclo[2.2.2]octan-1-yl)-2,9-dimethyl-7,8-dihydro-[1,3]dioxolo[4,5-g]isoquinolin-5(6H)-one